N-[5-[2-cyano-5-[(1-methyl-4-piperidyl)oxy]-4-pyridyl]pyrazolo[1,5-a]pyridin-2-yl]cyclopropanecarboxamide C(#N)C1=NC=C(C(=C1)C1=CC=2N(C=C1)N=C(C2)NC(=O)C2CC2)OC2CCN(CC2)C